N-(carbamoylmethyl)glycine C(N)(=O)CNCC(=O)O